sulphopropionic anhydride S(=O)(=O)(O)C(C(=O)OC(C(C)S(=O)(=O)O)=O)C